C(C)OC(=O)C1(CC1)NC(C1=NC=C(C(=C1O)C)C1=CC(=CC=C1)Cl)=O (5-(3-chlorophenyl)-3-hydroxy-4-methyl-picolinamido)cyclopropane-1-carboxylic acid ethyl ester